ClC=1C=C(C=NC1)CN1N=CC=2C1=NC(=CN2)C2=CC(=C(C=C2)F)OC(F)F 1-[(5-Chloro-3-pyridyl)methyl]-6-[3-(difluoromethoxy)-4-fluoro-phenyl]pyrazolo[3,4-b]pyrazine